C1(=CC=CC=C1)N1N=C(C=C1)OC1=CC(=C(C=C1C)N=CN(C)CC)C N'-(4-((1-phenyl-1H-pyrazol-3-yl)oxy)-2,5-dimethylphenyl)-N-ethyl-N-methylformamidine